5-bromo-3-(trifluorometh-yl)-1,2,4-thiadiazole BrC1=NC(=NS1)C(F)(F)F